FC=1C=C(C(=O)N(CC=2N(C=CN2)C)CC=2N=NN(C2)[C@@H](CC(=O)NO)CC2=CNC3=CC=CC=C23)C=CC1F 3,4-Difluoro-N-[[1-[(1R)-3-(hydroxyamino)-1-(1H-indol-3-ylmethyl)-3-oxo-propyl]triazol-4-yl]methyl]-N-[(1-methylimidazol-2-yl)methyl]benzamid